(3S)-3-[5-(4-aminobutoxy)-1-oxo-isoindolin-2-yl]piperidine-2,6-dione NCCCCOC=1C=C2CN(C(C2=CC1)=O)[C@@H]1C(NC(CC1)=O)=O